tert-butyl (4-amino-2-chlorophenyl)(cyclopropyl)carbamate NC1=CC(=C(C=C1)N(C(OC(C)(C)C)=O)C1CC1)Cl